N-(4-(4-amino-7-(methoxymethyl)-5-(4-((6-methylpyridin-2-yl)oxy)phenyl)pyrrolo[2,1-f][1,2,4]triazin-6-yl)phenyl)methacrylamide NC1=NC=NN2C1=C(C(=C2COC)C2=CC=C(C=C2)NC(C(=C)C)=O)C2=CC=C(C=C2)OC2=NC(=CC=C2)C